ethyl 4-((1-(5-(2-((dimethylamino) methyl) phenyl) thiophen-2-yl) ethyl) amino)-2-methylthieno[2,3-d]pyrimidine-6-carboxylate CN(C)CC1=C(C=CC=C1)C1=CC=C(S1)C(C)NC=1C2=C(N=C(N1)C)SC(=C2)C(=O)OCC